butyl 2-[(2S)-1-(benzyloxy)-3-methyl-1-oxobutan-2-yl]-1-oxo-2,8-diazaspiro[4.5]decane-8-carboxylate C(C1=CC=CC=C1)OC([C@H](C(C)C)N1C(C2(CC1)CCN(CC2)C(=O)OCCCC)=O)=O